C(C)(=O)NC1=CC=C(C=C1)C1=CC=C2C(=N1)N(C(=N2)C=2C(=NC=CC2)N)C2=CC=C(CNC(=O)C=1C=C(C=CC1)CC(=O)O)C=C2 2-(3-((4-(5-(4-acetamidophenyl)-2-(2-aminopyridin-3-yl)-3H-imidazo[4,5-b]pyridin-3-yl)benzyl)carbamoyl)phenyl)acetic acid